tert-Butyl 2-chloro-4-[(3S)-3-methylmorpholin-4-yl]-6,8-dihydro-5H-pyrido[3,4-d]pyrimidine-7-carboxylate ClC=1N=C(C2=C(N1)CN(CC2)C(=O)OC(C)(C)C)N2[C@H](COCC2)C